1,2,4-trifluorobenzyl-benzene FC1(CC2=CC=CC=C2)C(C=C(C=C1)F)F